2-[2-Amino-4-(4-aminopiperidin-1-yl)-5-(3-fluoro-5-methylphenyl)pyridin-3-yl]-4-methoxy-1H-1,3-benzodiazol-6-carbonitril NC1=NC=C(C(=C1C1=NC2=C(N1)C=C(C=C2OC)C#N)N2CCC(CC2)N)C2=CC(=CC(=C2)C)F